N-(3-(cyclobutylmethyl)-1H-pyrazol-5-yl)-4-morpholinopyrido[3',2':4,5]furo[3,2-d]pyrimidin-2-amine hydrochloride Cl.C1(CCC1)CC1=NNC(=C1)NC=1N=C(C2=C(N1)C1=C(O2)N=CC=C1)N1CCOCC1